ClC1=NC=CC=C1S(=O)(=O)NCC1(COCC1)O 2-Chloro-N-((3-hydroxytetrahydrofuran-3-yl)methyl)pyridine-3-sulfonamide